[Si](C)(C)(C(C)(C)C)OCCCOC1=NN(C(=C1[N+](=O)[O-])C)[C@H]1[C@@H](COCC1)F trans-3-(3-((tert-butyldimethylsilyl)oxy)propoxy)-1-(3-fluorotetrahydro-2H-pyran-4-yl)-5-methyl-4-nitro-1H-pyrazole